ClC=1C=C(OC2=C(C=C(C=C2)NC(CC2=C(C=CC=C2)OCC)=O)S(N)(=O)=O)C=CC1 N-[4-(3-chlorophenoxy)-3-sulfamylphenyl]-2-(2-ethoxyphenyl)acetamide